tert-butyl (2-cyano-6-((4,4-difluorocyclohexyl)amino)pyridin-4-yl)carbamate C(#N)C1=NC(=CC(=C1)NC(OC(C)(C)C)=O)NC1CCC(CC1)(F)F